4-(tert-butyldimethylsilyloxy)-butyl-methylbenzenesulfonamide [Si](C)(C)(C(C)(C)C)OCCCCC=1C(=C(C=CC1)S(=O)(=O)N)C